{2-Chloro-4-[(4-chlorophenylamino)methyl]phenyl}carbamic acid ethyl ester C(C)OC(NC1=C(C=C(C=C1)CNC1=CC=C(C=C1)Cl)Cl)=O